CC1=CC(=NC=N1)NCC1=CC=C(C=C1)C1=NOC(=N1)C 6-methyl-N-(4-(5-methyl-1,2,4-oxadiazol-3-yl)benzyl)pyrimidin-4-amine